C(#N)C1(CCN(CC1)C=1OC2=CC=C(C=C2C(C1)=O)C)C 2-(4-cyano-4-methylpiperidin-1-yl)-6-methyl-4-oxo-4H-chromen